3-cyanopropyl-trimethoxysilane C(#N)CCC[Si](OC)(OC)OC